2-(2-bromo-4-chlorophenyl)acetyl chloride BrC1=C(C=CC(=C1)Cl)CC(=O)Cl